ClC1=C(C=CC2=C3N(N=C12)CCN([C@@H]3C)C(=O)C3=NC=C(C=N3)OC)Cl (R)-(7,8-dichloro-1-methyl-3,4-dihydropyrazino[1,2-b]indazol-2(1H)yl)(5-methoxypyrimidin-2-yl)methanone